OCC1CCN(CC1)C1=CC=CC(=N1)C1=CN=C2N1C=C(N=C2)C(=O)N 3-(6-(4-(Hydroxymethyl)piperidin-1-yl)pyridin-2-yl)imidazo[1,2-a]pyrazine-6-carboxamide